NC1=NC(=CC(=N1)N1CCC2(CCCC(N2C2=CC(=C(C=C2)F)F)=O)CC1)OC(C(F)(F)F)([2H])[2H] 9-(2-amino-6-(2,2,2-trifluoroethoxy-1,1-d2)pyrimidin-4-yl)-1-(3,4-difluorophenyl)-1,9-diazaspiro[5.5]undecan-2-one